4-[4-(3-chlorophenyl)piperidin-1-yl]-1-methyl-2-oxo-1,2-dihydroquinoline-3-carbonitrile ClC=1C=C(C=CC1)C1CCN(CC1)C1=C(C(N(C2=CC=CC=C12)C)=O)C#N